C1(=C(C=CC=C1)C1=CSC2=C1N=NC(=C2)C2=CC=C1C(C=CO1)=C2O)C 5-[7-(o-tolyl)thieno[3,2-c]pyridazin-3-yl]benzofuran-4-ol